4-methyl-N-(1-phenylvinyl)benzamide CC1=CC=C(C(=O)NC(=C)C2=CC=CC=C2)C=C1